ClC=1C=C2C=C(C(NC2=CC1OCC1=NC=CC=C1)=O)[C@@H](C)NC1=CC=C(N(C1=O)C)C#N 5-{[(1R)-1-[6-chloro-2-oxo-7-(pyridin-2-ylmethoxy)-1,2-dihydroquinolin-3-yl]ethyl]amino}-1-methyl-6-oxo-1,6-dihydropyridine-2-carbonitrile